(S)-6-((R)-(4-fluorophenyl)(p-tolyl)methyl)-11-hydroxy-5,6-dihydro-10H-imidazo[2',1':3,4]pyrazino[1,2-b]pyridazin-10-one FC1=CC=C(C=C1)[C@H]([C@H]1CN2C(C=3N1N=CC(C3O)=O)=NC=C2)C2=CC=C(C=C2)C